ClC1=C2C3=C(C=NC2=CC=C1F)SC=1C=CC(=CC1C3=O)F chloro-2,10-difluoro-12H-thiochromeno[2,3-c]quinolin-12-one